N1N=CC(=C1)COC1=NC(=CC(=N1)N1CCOCC1)N1N=C(C=C1)C=1C=C(C=CC1)C 4-(2-((1H-pyrazol-4-yl)methoxy)-6-(3-(m-tolyl)-1H-pyrazol-1-yl)pyrimidin-4-yl)morpholine